C(C=C)NC(C([N+]#[C-])CC1=CC=CC=C1)=O N-ALLYL-2-BENZYL-2-ISOCYANO-ACETAMIDE